BrC=1C(=C(N(N1)CC=1C(=NC=C(C1)Br)Cl)CO)C(F)(F)F {5-bromo-2-[(5-bromo-2-chloropyridin-3-yl)methyl]-4-(trifluoromethyl)pyrazol-3-yl}methanol